2-(2-(dicyanomethylene)-7-(diethylamino)-2H-chromen-4-yl)benzoate C(#N)C(=C1OC2=CC(=CC=C2C(=C1)C1=C(C(=O)[O-])C=CC=C1)N(CC)CC)C#N